benzyl 4-(6-(dimethylcarbamoyl)-4-(2,4-dioxo-3-((2-(trimethylsilyl)ethoxy)methyl)tetrahydropyrimidin-1(2H)-yl)-1H-indol-1-yl)piperidine-1-carboxylate CN(C(=O)C1=CC(=C2C=CN(C2=C1)C1CCN(CC1)C(=O)OCC1=CC=CC=C1)N1C(N(C(CC1)=O)COCC[Si](C)(C)C)=O)C